N-(2-carbamimidoyl-1,2,3,4-tetrahydroisoquinolin-6-yl)-4-(1-carbamimidoyl-1,2,3,6-tetrahydropyridin-4-yl)-2-methylbenzamide C(N)(=N)N1CC2=CC=C(C=C2CC1)NC(C1=C(C=C(C=C1)C=1CCN(CC1)C(N)=N)C)=O